CN1CCC(CC1)N(C(O)=O)C=1N=CC2=C(C(=C(C=C2C1)C1=C(C2=C(OCCN2)N=C1)C)F)N.ClC1=NC(=CC=C1)OCC1=C(C=C(C=C1)Cl)I 2-chloro-6-[(4-chloro-2-iodo-phenyl)methoxy]pyridine 1-Methylpiperidin-4-yl(8-amino-7-fluoro-6-(8-methyl-2,3-dihydro-1H-pyrido[2,3-b][1,4]oxazin-7-yl)isoquinolin-3-yl)carbamate